Cl.COC=1C2=C(N=C(N1)C(F)(F)F)CNC2 4-Methoxy-2-(trifluoromethyl)-6,7-dihydro-5H-pyrrolo[3,4-d]pyrimidine hydrochloride